FC(C(=O)O)(F)F.C1C(CC12CCNCC2)OC=2C=CC(=NC2)C2=C1CCN(C1=CC=C2)C=2C=C(C=1N(N2)C(=CN1)C(=O)N[C@H]1[C@H](C1)F)NC 6-[4-(5-{7-Azaspiro[3.5]nonan-2-yloxy}pyridin-2-yl)-2,3-dihydroindol-1-yl]-N-[(1R,2S)-2-fluorocyclopropyl]-8-(methylamino)imidazo[1,2-b]pyridazine-3-carboxamide trifluoroacetate